2-(3-cyano-4-(difluoromethoxy)phenyl)-4-methylthiazole-5-carboxylic acid C(#N)C=1C=C(C=CC1OC(F)F)C=1SC(=C(N1)C)C(=O)O